N-methyl-N-((tetrahydrofuran-3-yl)methyl)benzamide CN(C(C1=CC=CC=C1)=O)CC1COCC1